FC(C1=NN=C(O1)C1=CC(=C(CN2C(N(C3=C2C=CC=C3)C3CN(CC3)C)=O)C=C1)F)F 1-(4-(5-(difluoromethyl)-1,3,4-oxadiazole-2-yl)-2-fluorobenzyl)-3-(1-methylpyrrolidine-3-yl)-1,3-dihydro-2H-benzo[d]imidazole-2-one